2-(methylthio)-8-phenyl-5-((triisopropylsilyl)ethynyl)pyrido[2,3-d]pyrimidin-7(8H)-one CSC=1N=CC2=C(N1)N(C(C=C2C#C[Si](C(C)C)(C(C)C)C(C)C)=O)C2=CC=CC=C2